4-pentylphenyl isocyanate C(CCCC)C1=CC=C(C=C1)N=C=O